BrC1=CC=C(C=C1)S(=O)(=O)N1[C@@H]2CN([C@H](C1)C2)C(=O)OC(C)(C)C tert-butyl (1S,4S)-5-((4-bromophenyl)sulfonyl)-2,5-diazabicyclo[2.2.1]heptane-2-carboxylate